NC1=NC(=C(C=2N1N=C(N2)CN2N=NN=C2C2=CC(=CC=C2)N)C2=NC=NC=C2)C2=C(C#N)C=CC=C2 (5-amino-2-((5-(3-aminophenyl)-1H-tetrazol-1-yl)methyl)-8-(pyrimidin-4-yl)-[1,2,4]triazolo[1,5-c]pyrimidin-7-yl)benzonitrile